Iodoquinol IC1=C(O)C=CC(=C1)O